tert-Butyl 1-(3-bromobenzyl)-1H-pyrazole-4-carboxylate BrC=1C=C(CN2N=CC(=C2)C(=O)OC(C)(C)C)C=CC1